sodium citrate disodium [Na+].[Na+].C(CC(O)(C(=O)[O-])CC(=O)[O-])(=O)[O-].[Na+]